N-(2-{[5-(ethanesulfonyl)-3-nitrothiophen-2-yl]sulfanyl}phenyl)acetamide C(C)S(=O)(=O)C1=CC(=C(S1)SC1=C(C=CC=C1)NC(C)=O)[N+](=O)[O-]